FC(C(=O)O)(F)F.N=1N=CN(C1)C(C)C12CC(CC(N1)C2)C cis-1-(1-(4H-1,2,4-triazol-4-yl)ethyl)-3-methyl-6-azabicyclo[3.1.1]heptane trifluoroacetate